3-hexyloxypyrrole C(CCCCC)OC1=CNC=C1